O=C1NC(CCC1N1C(N(C2=C1C=CC=C2N2CC(C2)N(C(OCC2=CC=CC=C2)=O)C)C)=O)=O 1-Benzyl N-[1-[1-(2,6-dioxo-3-piperidyl)-3-methyl-2-oxo-benzimidazol-4-yl]azetidin-3-yl]-N-methyl-carbamate